3-(3-Fluorophenoxymethyl)-2-(2-methyl-5-phenyl-1,3-thiazol-4-carbonyl)-2-azabicyclo[3.1.1]heptan FC=1C=C(OCC2N(C3CC(C2)C3)C(=O)C=3N=C(SC3C3=CC=CC=C3)C)C=CC1